nonadecan-7-ol CCCCCCC(CCCCCCCCCCCC)O